OCCN(CCCCCC(=O)OC(CCCCCCCC)CCCCCCCC)CCCCCC(=O)OCCCCCCCCCCC(C)C heptadecan-9-yl 6-((2-hydroxyethyl)(6-((11-methyldodecyl)oxy)-6-oxohexyl)amino)hexanoate